tert-butyl 4-[3-[1-(2,6-dioxo-3-piperidyl)-3-methyl-2-oxo-benzimidazol-4-yl] prop-2-ynyl]piperazine-1-carboxylate O=C1NC(CCC1N1C(N(C2=C1C=CC=C2C#CCN2CCN(CC2)C(=O)OC(C)(C)C)C)=O)=O